L-4-hydroxyphenylethanol OC1=CC=C(C=C1)C(C)O